C(C)S(=O)(=O)C=1C(=NC=C(C1)C(C)(C)F)C=1C=C2CCC(N(C2=CN1)CC(C(F)(F)F)(F)F)=O 6-[3-ethylsulfonyl-5-(1-fluoro-1-methyl-ethyl)-2-pyridyl]-1-(2,2,3,3,3-pentafluoropropyl)-3,4-dihydro-1,7-naphthyridin-2-one